BrC=1C=CC(=NC1)CC1=C(C2=CC=CC=C2C(=C1C)O)O 2-((5-bromopyridin-2-yl)methyl)-3-methylnaphthalene-1,4-diol